[O-]C1=CC=CC=C1 phenoxide